3-((5-(5-(difluoromethyl)-1,3,4-oxadiazole-2-yl)pyridine-2-yl)methyl)-5-fluoro-1-(1-(tetrahydro-2H-pyran-4-yl)piperidine-4-yl)-1,3-dihydro-2H-benzo[d]imidazole-2-one FC(C1=NN=C(O1)C=1C=CC(=NC1)CN1C(N(C2=C1C=C(C=C2)F)C2CCN(CC2)C2CCOCC2)=O)F